(S)-2-(3-(isoxazol-4-yl)phenyl)-N-((R)-phenyl((R)-1,2,3,4-tetrahydropyrido[2,3-b]pyrazin-3-yl)methyl)propan-1-amine O1N=CC(=C1)C=1C=C(C=CC1)[C@@H](CN[C@@H]([C@H]1CNC2=C(N1)N=CC=C2)C2=CC=CC=C2)C